O[C@H]1CN(C[C@H]1NC=1N=NC(=C2C1N=CC=C2)C2=CC=C(C=C2)C(F)(F)F)C(=O)OC(C)(C)C tert-butyl (3S,4R)-3-hydroxy-4-((5-(4-(trifluoromethyl)phenyl)pyrido[2,3-d]pyridazin-8-yl)amino)pyrrolidine-1-carboxylate